2,4-dimethyl-tyrosine CC1=C(C[C@H](N)C(=O)O)C=CC(C1)(O)C